(5-amino-1-{6-[(2,6-difluorophenyl)oxy]-4-methylpyridin-3-yl}pyrazol-4-yl)[5-(hexahydropyridin-4-yl)-5,6,7,8-tetrahydro-1H-pyrrolo[2,3-g]quinolin-2-yl]methanone NC1=C(C=NN1C=1C=NC(=CC1C)OC1=C(C=CC=C1F)F)C(=O)C1=CC=2C(=CC=3CCCN(C3C2)C2CCNCC2)N1